C(CCCCCCCCCCC)(=O)OC[C@H](COC(=O)C1OC=C(C=C1)NC(=N)N)OC(CCCCCCCCCCC)=O (R)-3-((5-guanidinopyranoyl)oxy)propane-1,2-diol di(dodecanoate)